N,1-bis(4-chlorophenyl)-N-methyl-1H-1,2,3-triazole-4-carboxamide ClC1=CC=C(C=C1)N(C(=O)C=1N=NN(C1)C1=CC=C(C=C1)Cl)C